C1CN(CCC12CCNCC2)C2=CC=CC=1C(=NOC12)C1C(NC(CC1)=O)=O 3-[7-(3,9-diazaspiro[5.5]undecan-3-yl)-1,2-benzoxazol-3-yl]piperidine-2,6-dione